methyl (2S)-2-((2S)-2-(((2-(3-chlorophenyl)-1-(2,3-dihydro-1H-inden-5-yl)-2-methylpropoxy)carbonyl)amino)-3-cyclohexylpropanamido)-3-((S)-2-oxopyrrolidin-3-yl)propanoate ClC=1C=C(C=CC1)C(C(OC(=O)N[C@H](C(=O)N[C@H](C(=O)OC)C[C@H]1C(NCC1)=O)CC1CCCCC1)C=1C=C2CCCC2=CC1)(C)C